The molecule is a diterpene consisting of taxane having two C=C double bonds at the 4(5)- and 11(12)-positions. It derives from a hydride of a taxane. CC1=C2CC[C@@]3(CCC=C([C@H]3C[C@@H](C2(C)C)CC1)C)C